C1(CCC(N1OC(CCNC(CBr)=O)=O)=O)=O 3-(bromoacetamido)propionic acid succinimidyl ester